ClC=1C=C(C(=NC1)OC)S(=O)(=O)NC1=C(C(=C(C=C1)F)OCC=1C=C2C(=NC1)NN=C2)F 5-chloro-N-(2,4-difluoro-3-[1H-pyrazolo[3,4-b]pyridin-5-ylmethoxy]phenyl)-2-methoxypyridine-3-sulfonamide